C(C)(=O)C1=C(C=C(C=C1)Cl)C1=CC(N(C=C1OC)C(C(=O)NC1=CC2=CN(N=C2C=C1)C)CC1=CC=CC=C1)=O 2-(4-(2-acetyl-5-chlorophenyl)-5-methoxy-2-oxopyridin-1(2H)-yl)-N-(2-methyl-2H-indazol-5-yl)-3-phenylpropionamide